C(C)(C)(C)OC(=O)N[C@H](/C=C/C(=O)OC)CC(F)(F)F methyl (S,E)-4-((tert-butoxycarbonyl)amino)-6,6,6-trifluorohex-2-enoate